CN1C[C@@H](CCC1(C)C)NC(=O)C1CCNC2(CC2)C1 N-((R)-1,6,6-trimethylpiperidin-3-yl)-4-azaspiro[2.5]octane-7-carboxamide